OCCCC(CCCCCC)OC(NCCN1CCCC1)=O (2-(pyrrolidin-1-yl)ethyl)carbamic acid 1-hydroxydec-4-yl ester